ClC=1C(=NC(=CC1)C)C=1C=C(C(=O)OC)C=C(C1)F methyl 3-(3-chloro-6-methylpyridin-2-yl)-5-fluorobenzoate